C1(CCCC1)N1C=C(C2=C1N=CN=C2N)C2=CC=C(C=C2)OC2=CC=CC=C2 7-cyclopentyl-5-(4-phenoxyphenyl)-7H-pyrrolo[2,3-d]pyrimidin-4-ylamine